rac-(1R,3S)-3-amino-N-methylcyclohexane-1-carboxamide N[C@@H]1C[C@@H](CCC1)C(=O)NC |r|